C(C)OC=1C=C(C=C(C1)OCC)C1=CC(=NN1C=1C=CC=C2C=NN(C12)C)C(=O)OC Methyl 5-(3,5-diethoxyphenyl)-1-(1-methyl-1H-indazol-7-yl)-1H-pyrazole-3-carboxylate